ClC1=CC2=C(C=N1)C(=NN2C2=CC(=CC=C2)[N+](=O)[O-])OCOCC[Si](C)(C)C 6-chloro-1-(3-nitrophenyl)-3-((2-(trimethylsilyl)ethoxy)methoxy)-1H-pyrazolo[4,3-c]pyridine